COC1=NC=C(C2=C1N=C(S2)NC(C2=CC=C(C(=O)N(C)C)C=C2)=O)C=2C=NC=CC2 N-(4-Methoxy-7-pyridin-3-yl-thiazolo[4,5-c]pyridin-2-yl)-N',N'-dimethyl-terephthalamide